CC(C(=O)OC)(C)C=1OC(=CN1)C methyl 2-methyl-2-(5-methyloxazol-2-yl)propanoate